2-[[4-chloro-7-(1,2,4-triazol-1-yl)indazol-1-yl]methoxy]ethyl-trimethyl-silane ClC1=C2C=NN(C2=C(C=C1)N1N=CN=C1)COCC[Si](C)(C)C